4-[3-(3,7-Dichloroquinoline-8-carbonyl)-2,4-dihydro-1,3-benzoxazin-8-yl]-5-fluoro-2-morpholin-4-ylbenzoic acid ClC=1C=NC2=C(C(=CC=C2C1)Cl)C(=O)N1COC2=C(C1)C=CC=C2C2=CC(=C(C(=O)O)C=C2F)N2CCOCC2